CC1=CC(=NO1)C(=O)NC1=CNC2=CC=C(C=C12)C=1C=NN(C1)C1=CC=C(C=C1)C(F)(F)F 5-methyl-N-(5-{1-[4-(trifluoromethyl)phenyl]-1H-pyrazol-4-yl}-1H-indol-3-yl)-1,2-oxazole-3-carboxamide